BrC=1C=C2C(=CN(C2=CC1)S(=O)(=O)C1=CC=C(C)C=C1)COC1=C(C=CC=C1)CC(=O)OCC ethyl 2-(2-((5-bromo-1-tosyl-1H-indol-3-yl)methoxy)phenyl)acetate